The molecule is an epoxy fatty acid that is (6E,8E,10Z,13Z,15E,19Z)-docosa-6,8,10,13,15,19-hexaenoic acid which is carrying an epoxy group at position 4S and a hydroxy group at position 17R. It is a metabolite of docosahexaenoic acid that can be converted to a D-resolvin. It has a role as a metabolite. It is a hydroxydocosahexaenoic acid and an epoxy fatty acid. CC/C=C\\C[C@H](/C=C/C=C\\C/C=C\\C=C\\C=C\\C1[C@@H](O1)CCC(=O)O)O